C(C)(C)(C)OC(\N=C(/SC)\NC(CCCCCCCC=C)=O)=O (Z)-dec-9-enoylamino(methylthio)methylenecarbamic acid tert-butyl ester